C(C)(C)(C)OC(=O)N1C(C(CCC1)F)C1=CC=C(C=C1)N (4-aminophenyl)-3-fluoropiperidine-1-carboxylic acid tert-butyl ester